ethyl lactate (methyl lactate) CC(C(=O)O)(O)C.C(C(O)C)(=O)OCC